FC=1C=2CCCC2C(=C2CCCC12)NC(=O)NS(=O)(=O)C1=CC(=C(O1)C)C(=O)OC methyl 5-[[(8-fluoro-1,2,3,5,6,7-hexahydro-s-indacen-4-yl)carbamoyl]aminosulfonyl]-2-methylfuran-3-carboxylate